4-methyl-3-propyl-3,5-heptanediol dibenzoate C(C1=CC=CC=C1)(=O)OC(CC)(C(C(CC)OC(C1=CC=CC=C1)=O)C)CCC